isopropyl 3-(3-acrylamido-2-methylphenyl)-2-(4-(4-methylpiperazin-1-yl)phenyl)-1H-pyrrolo[2,3-b]pyridine-5-carboxylate C(C=C)(=O)NC=1C(=C(C=CC1)C1=C(NC2=NC=C(C=C21)C(=O)OC(C)C)C2=CC=C(C=C2)N2CCN(CC2)C)C